FC12CNCC(CC1)N2C(=O)[O-] 1-fluoro-3,8-diazabicyclo[3.2.1]octane-8-carboxylate